4,8-Dimethyl-4,9-decadienal CC(CCC=O)=CCCC(C=C)C